Methyl 2-acetamido-5-((3,4,5-trifluorobenzyl)oxy)benzoate C(C)(=O)NC1=C(C(=O)OC)C=C(C=C1)OCC1=CC(=C(C(=C1)F)F)F